(2R,4S)-N-((S)-1-(((6-amino-2-methylpyridin-3-yl)methyl)amino)-1-oxopropan-2-yl)-4-((3-methoxynaphthalen-2-yl)methyl)pyrrolidine-2-carboxamide dihydrochloride Cl.Cl.NC1=CC=C(C(=N1)C)CNC([C@H](C)NC(=O)[C@@H]1NC[C@H](C1)CC1=CC2=CC=CC=C2C=C1OC)=O